2,2'-methylenebis[6-[(4-hydroxy-3,5-dimethylphenyl)methyl]-4-methylphenol] C(C1=C(C(=CC(=C1)C)CC1=CC(=C(C(=C1)C)O)C)O)C1=C(C(=CC(=C1)C)CC1=CC(=C(C(=C1)C)O)C)O